FC(C(=O)O)(F)F.C(C)(=O)NNC(=O)[C@H]1CN([C@H](CO1)CC1=CC=C(C=C1)Cl)C1CCC(CC1)C1=NN(C(=C1)C)C (2R,5S)-N'-acetyl-5-(4-chlorobenzyl)-4-(4-(1,5-dimethyl-1H-pyrazol-3-yl)cyclohexyl)morpholine-2-carbohydrazide 2,2,2-trifluoroacetate